6-bromo-4-(4-(4-(methylsulfonyl)piperazin-1-yl)-3-(trifluoromethyl)phenyl)quinazoline BrC=1C=C2C(=NC=NC2=CC1)C1=CC(=C(C=C1)N1CCN(CC1)S(=O)(=O)C)C(F)(F)F